C1=C(C=CC2=CC=CC=C12)C=CC(=O)O 3-(2-naphthyl)acrylic acid